C[C@H]1N(CCOC1)C1=CC(=C2C(=N1)C(=NS2)C2=CC=NN2C2OCCCC2)C2(CCCC2)C#N {5-[(3R)-3-methylmorpholin-4-yl]-3-[1-(Oxan-2-yl)-1H-pyrazol-5-yl]-[1,2]Thiazolo[4,5-b]Pyridin-7-yl}cyclopentane-1-carbonitrile